6-amino-2-butoxy-9-(2-methoxy-4-(2-(piperidin-4-ylamino)ethyl)benzyl)-9H-purin-8-ol NC1=C2N=C(N(C2=NC(=N1)OCCCC)CC1=C(C=C(C=C1)CCNC1CCNCC1)OC)O